6-chloro-7-methoxy-9H-pyrido[3,4-B]indol-8-amine ClC=1C=C2C3=C(NC2=C(C1OC)N)C=NC=C3